CN1C2=CC=CC=C2N(C=2C=CC=CC12)C1=C(C=CC(=C1N1C=2C=CC=CC2N(C2=CC=CC=C12)C)C=1OC2=C(N1)C=CC=C2)C=2OC1=C(N2)C=CC=C1 2,2'-(2,3-bis(10-methylphenazin-5(10H)-yl)-1,4-phenylene)bis(benzo[d]oxazole)